methyl 2-(cyclopropanecarboxamido)-6-methylisonicotinate C1(CC1)C(=O)NC=1C=C(C(=O)OC)C=C(N1)C